(2R)-N-[4-(2,3-dihydro-1,4-benzodioxin-2-yl)benzyl]butan-2-amine O1C(COC2=C1C=CC=C2)C2=CC=C(CN[C@H](C)CC)C=C2